(R)-2-benzenesulfonyl-1-(4-chlorophenyl)-ethanol C1(=CC=CC=C1)S(=O)(=O)C[C@H](O)C1=CC=C(C=C1)Cl